1-(2-Fluoro-5-((6-fluoro-4-(methylsulfanyl)-1-toluenesulfonyl-1H-indol-5-yl)oxy)phenyl)ethan-1-one FC1=C(C=C(C=C1)OC=1C(=C2C=CN(C2=CC1F)S(=O)(=O)CC1=CC=CC=C1)SC)C(C)=O